C(C)C=1C=NN2C1N=C(C=C2NCC=2C=CC(=NC2)OCCOCCOCCOCCOCC(=O)OC(C)(C)C)N2[C@@H](CCCC2)CCO tert-butyl 2-[2-[2-[2-[2-[[5-[[[3-ethyl-5-[(2S)-2-(2-hydroxyethyl)-1-piperidyl]pyrazolo[1,5-a]pyrimidin-7-yl]amino]methyl]-2-pyridyl]oxy]ethoxy]ethoxy] ethoxy]ethoxy]acetate